1-((1S,4S)-5-(2-fluoro-4-(4,4,5,5-tetramethyl-1,3,2-dioxaborolan-2-yl)phenyl)-2,5-diazabicyclo[2.2.1]heptan-2-yl)ethan-1-one FC1=C(C=CC(=C1)B1OC(C(O1)(C)C)(C)C)N1[C@@H]2CN([C@H](C1)C2)C(C)=O